(S)-quinuclidin-3-yl (5-(isoquinolin-5-yl)-2,2-dimethyl-2,3-dihydro-1H-inden-1-yl)carbamat C1=NC=CC2=C(C=CC=C12)C=1C=C2CC(C(C2=CC1)NC(O[C@@H]1CN2CCC1CC2)=O)(C)C